BrC=1C=C(C2=C(N(C(N2C2CC(C2)(C)O)=O)COCC[Si](C)(C)C)C1)F 6-bromo-4-fluoro-3-[(cis)-3-hydroxy-3-methylcyclobutyl]-1-{[2-(trimethylsilyl)ethoxy]methyl}-1,3-dihydro-1,3-benzimidazol-2-one